N=1NC=C2N=C(C=CC21)C(=O)N 2H-pyrazolo[4,3-b]pyridine-5-carboxamide